O=C1C2=CC=CC=C2C(C=2C=CC(=CC12)C(=O)O)=O 9,10-dioxo-9,10-dihydro-anthracene-2-carboxylic acid